(3S)-3-(2-methylthiazol-4-yl)isoxazolidine trifluoroacetate FC(C(=O)O)(F)F.CC=1SC=C(N1)[C@H]1NOCC1